(R)-3-phenylpentanoic acid ethyl ester C(C)OC(C[C@@H](CC)C1=CC=CC=C1)=O